2-chloro-3-(4-hydroxypiperidin-1-yl)benzoate ClC1=C(C(=O)[O-])C=CC=C1N1CCC(CC1)O